C(C)(C)(C)OC(=O)N1C2CN(CC1CC2)C=2C=NC(=CC2)N 3-(6-amino-3-pyridinyl)-3,8-diazabicyclo[3.2.1]octane-8-carboxylic acid tert-butyl ester